tert-butyl({[(2S,3R,5R,6R)-5-[(tert-butyldimethylsilyl)oxy]-2-methyl-6-{[(2R)-4-(oxiran-2-yl)butan-2-yl]oxy}oxan-3-yl]oxy})dimethylsilane C(C)(C)(C)[Si](C)(C)O[C@H]1[C@@H](O[C@H]([C@@H](C1)O[Si](C)(C)C(C)(C)C)O[C@H](C)CCC1OC1)C